4-amino-2-(ethoxymethyl)-α,α-dimethyl-6,7,8,9-tetrahydro-1H-imidazo[4,5-c]quinoline-1-ethanol hydrate O.NC1=NC=2CCCCC2C2=C1N=C(N2CC(O)(C)C)COCC